ClC=1C=C(C=C(C1)NS(=O)(=O)C)NC(=O)C1=CN(C(=C1)C1=NC=C(C=C1)F)C N-(3-chloro-5-(methylsulfonamido)phenyl)-5-(5-fluoropyridin-2-yl)-1-methyl-1H-pyrrole-3-carboxamide